NC1=CC=C2C(=C3C(O2)=CC=CC(=C3)NC(=O)C=3C=NNC3)C1 N-(2-aminocyclohepta[b]benzofur-9-yl)pyrazole-4-carboxamide